BrC1=CC=C(S1)C(=O)NC1=CC(=CC=C1)S(NC1=CC(=CC=C1)Cl)(=O)=O 5-bromo-N-(3-(N-(3-chlorophenyl)sulfamoyl)phenyl)thiophene-2-carboxamide